NCP([O-])([O-])=O.[NH4+].[NH4+] ammonium aminomethylphosphonate